amino-4-nitrobenzene NC1=CC=C(C=C1)[N+](=O)[O-]